2',3'-dihydro-1'H-spiro[cyclopropane-1,4'-isoquinolin]-1'-one C1(NCC2(C3=CC=CC=C13)CC2)=O